[4,4-diethyl-1-[1-[3-[(3-hydroxy-2,2-dimethyl-chroman-4-yl)carbamoyl]phenyl]-3-methoxy-propyl]-6-oxo-hexahydropyrimidin-2-ylidene]ammonium C(C)C1(NC(N(C(C1)=O)C(CCOC)C1=CC(=CC=C1)C(NC1C(C(OC2=CC=CC=C12)(C)C)O)=O)=[NH2+])CC